ClC1=CC=CC(=N1)C1(CC1)NC(C[C@@](C)(O)C1=C(C=C(C=C1)F)F)=O (R)-N-(1-(6-chloropyridin-2-yl)cyclopropyl)-3-(2,4-difluorophenyl)-3-hydroxybutanamide